[Co](=O)(=O)(=O)=O.[Fe] iron cobalt tetraoxide